8-methyl-4-amino-7-(3-hydroxyhexanoyloxy)coumarin CC=1C(=CC=C2C(=CC(OC12)=O)N)OC(CC(CCC)O)=O